4-ethynyl-1H-pyrrolo[2,3-B]pyridine C(#C)C1=C2C(=NC=C1)NC=C2